Endo-3-((4-chloroquinazolin-6-yl)oxy)-8-azabicyclo[3.2.1]octane-8-carboxylic acid tert-butyl ester C(C)(C)(C)OC(=O)N1C2CC(CC1CC2)OC=2C=C1C(=NC=NC1=CC2)Cl